COC=1C=C2C(=CC=NC2=CC1OC)OC1=CC(=C(C=C1)NC(=O)C1=NN(C(=C1)SC)C1=CC=C(C=C1)F)F N-(4-((6,7-dimethoxyquinolin-4-yl)oxy)-2-fluorophenyl)-1-(4-fluorophenyl)-5-(methylthio)-1H-pyrazole-3-carboxamide